ClC1=CC=C(C=C1)C1C(=C(NC=2N1N=C(C2)CO)C)C(=O)NC=2C=C1C=CN=CC1=CC2 7-(4-chlorophenyl)-2-(hydroxymethyl)-N-(isoquinolin-6-yl)-5-methyl-4,7-dihydropyrazolo[1,5-a]pyrimidine-6-carboxamide